N-benzyl-N-benzyloxycarbonyl-5-aminopentyl 6-O-acetyl-2,4-di-O-benzyl-3-O-levulinyl-alpha-D-glucopyranoside C(C)(=O)OC[C@@H]1[C@H]([C@@H]([C@H]([C@@H](OCCCCCN(C(=O)OCC2=CC=CC=C2)CC2=CC=CC=C2)O1)OCC1=CC=CC=C1)OC(CCC(=O)C)=O)OCC1=CC=CC=C1